C(CCCCCCC\C=C/CCCCCCCC)(=O)OCC(COC(CCCCCCC\C=C/CCCCCCCC)=O)(COC(CCCCCCC\C=C/CCCCCCCC)=O)COC(CCN1CCN(CC1)C)=O 2-(((3-(4-methylpiperazin-1-yl)propanoyl)oxy)methyl)-2-((oleoyloxy)methyl)-propane-1,3-diyl dioleate